CN(C(=O)N1CCC2(CCNC2=O)CC1)C N,N-dimethyl-1-oxo-2,8-diazaspiro[4.5]decane-8-carboxamide